C1(=CC=CC=C1)C1=NC(=NC(=N1)C1=CC=CC=C1)C=1C=C(C=CC1)C1=CC(=CC=C1)C1=CC(=CC=C1)C(=C(C1=CC=CC=C1)C1=CC=CC=C1)C1=CC=CC=C1 2,4-diphenyl-6-(3''-(1,2,2-triphenylvinyl)-[1,1':3',1''-terphenyl]-3-yl)-1,3,5-triazine